(S)-2-((3,3-dimethyl-1-oxoisoindol-5-yl)amino)-4-((2-hydroxy-1-(pyridin-3-yl)ethyl)amino)pyrimidine-5-hydrazide CC1(NC(C2=CC=C(C=C12)NC1=NC=C(C(=N1)N[C@H](CO)C=1C=NC=CC1)C(=O)NN)=O)C